C(CCCCCCCCCCCCCCCCC)(=O)OC1C(OC(C1)N1C2=NC(=NC(=C2N=C1)N)F)(CO[P@](=O)(OC1=CC=CC=C1)N[C@H](C(=O)OC(C)C)CC1=CC=CC=C1)C#C 5-(6-Amino-2-fluoro-9H-purin-9-yl)-2-ethynyl-2-((((S)-(((S)-1-isopropoxy-1-oxo-3-phenylpropan-2-yl)amino)(phenoxy)phosphoryl)oxy)methyl)tetrahydrofuran-3-yl stearate